COC1=CC=2C(C3=CC=CC(=C3SC2C=C1OC)OC)=O 2,3,5-trimethoxy-9H-thioxanthen-9-one